2-(1-ethoxyvinyl)-5-(5-methoxypyridin-3-yl)-1,3,4-thiadiazole C(C)OC(=C)C=1SC(=NN1)C=1C=NC=C(C1)OC